(3-fluoroazetidin-1-yl)-(5-phenyl-6,7,9-triazatricyclo[4.3.0.02,4]nona-1(9),7-dien-8-yl)methanone FC1CN(C1)C(=O)C1=NN2C(C3CC3C2=N1)C1=CC=CC=C1